CN1CCN(CC1)C1=CC=C2C=C(NC2=C1)C(=O)OCC Ethyl 6-(4-methylpiperazin-1-yl)-1H-indole-2-carboxylate